(S)-2-tert-Butoxycarbonylamino-4-[(E)-3-(3-chloro-2-fluorophenyl)-propenylamino]-butanoic acid tert-butyl ester C(C)(C)(C)OC([C@H](CCN\C=C\CC1=C(C(=CC=C1)Cl)F)NC(=O)OC(C)(C)C)=O